2-oxopyrrolidin O=C1NCCC1